C(C)C(CN1C(=C(C(C=C1)=O)OC(=O)C(C)(C)C)C(C)=O)CCCC N-(2-ethylhexyl)-2-acetyl-3-t-butylcarbonyloxy-pyridin-4-one